C(C)OC(=O)C1=NN(C(=C1)C(=O)O)CC 3-(Ethoxycarbonyl)-1-ethyl-1H-pyrazole-5-carboxylic acid